FC1=C(C=C2C(=C(N(C2=C1)C1=CC(=C(C=C1)F)C)C(C)C)C=CC(=O)O)O 3-(6-fluoro-1-(4-fluoro-3-methylphenyl)-5-hydroxy-2-isopropyl-1H-indol-3-yl)acrylic acid